(S)-5-(1-(6-(1-amino-1,3-dihydro-spiro[indene-2,4'-piperidin]-1'-yl)-4-oxo-4,5-dihydro-1H-pyrazolo[3,4-d]pyrimidin-3-yl)vinyl)thiophene-3-carbonitrile N[C@@H]1C2=CC=CC=C2CC12CCN(CC2)C=2NC(C1=C(N2)NN=C1C(=C)C1=CC(=CS1)C#N)=O